C(C)(C)(C)N1N=C(C=C1C1=CC=C(C=C1)C)C1=NC2=C(N1)C=CC(=C2)Cl 2-(1-(tert-butyl)-5-(p-tolyl)-1H-pyrazol-3-yl)-5-chloro-1H-benzo[d]imidazole